3-methyl-1-(5-methoxy-2-(phenylethynyl)phenyl)but-2-en-1-ol CC(=CC(O)C1=C(C=CC(=C1)OC)C#CC1=CC=CC=C1)C